FC1([C@@H](C1)C1=CC(=NN1)NC(C(C)C=1C=NN(C1)C1=CC(=CC(=C1)F)F)=O)F N-(5-((S)-2,2-difluorocyclopropyl)-1H-pyrazol-3-yl)-2-(1-(3,5-difluorophenyl)-1H-pyrazol-4-yl)propanamide